5-(4-chloro-1,3-thiazol-2-yl)-2-{3-[(3S)-3-(propan-2-yl)piperazin-1-yl]-1,2,4-triazin-6-yl}phenol ClC=1N=C(SC1)C=1C=CC(=C(C1)O)C1=CN=C(N=N1)N1C[C@@H](NCC1)C(C)C